CC(C(=O)OCC(CC=C(C(=O)[O-])C)(CC=C(C(=O)[O-])C)COC(C(=C)C)=O)=C 2,2-bis[[(2-methyl-1-oxoallyl) oxy] methyl]-1,3-propanediyldimethacrylate